CO[C@@H]1CN2C(OC1)=C(C=N2)S(=O)(N)=NC(NC2=C1C(=NC(=C2C)C(F)(F)F)CCC1)=O (6R)-6-methoxy-N'-((3-methyl-2-(trifluoromethyl)-6,7-dihydro-5H-cyclopenta[b]pyridin-4-yl)carbamoyl)-6,7-dihydro-5H-pyrazolo[5,1-b][1,3]oxazine-3-sulfonimidamide